2-ethylhexyl 3-((2-chloro-3-sulfamoylphenyl)thio)propanoate ClC1=C(C=CC=C1S(N)(=O)=O)SCCC(=O)OCC(CCCC)CC